1-(4-acetoxyphenyl)-1-ethanol C(C)(=O)OC1=CC=C(C=C1)C(C)O